di(hexadecylphenyl)urea C(CCCCCCCCCCCCCCC)C1=C(C=CC=C1)NC(NC1=C(C=CC=C1)CCCCCCCCCCCCCCCC)=O